ClC1=CC=C2C(N3C(C2=C1)(C=CC3=C)C)=O 8-chloro-9b-methyl-3-methylene-3,9b-dihydro-5H-pyrrolo[2,1-a]isoindol-5-one